[1-((2R)-2,3-dihydroxypropyl)pyrazol-4-yl]carboxamide O[C@H](CN1N=CC(=C1)C(=O)N)CO